1-bromo-3-(t-butoxy)-5-fluorobenzene BrC1=CC(=CC(=C1)F)OC(C)(C)C